2-((1r,2r)-1-(2-cyanophenyl)-1-(1-(2-hydroxyethyl)-1H-pyrazol-4-yl)propan-2-yl)-5-hydroxy-N-(isoxazol-4-yl)-1-methyl-6-oxo-1,6-dihydropyrimidine-4-carboxamide C(#N)C1=C(C=CC=C1)[C@@H]([C@@H](C)C=1N(C(C(=C(N1)C(=O)NC=1C=NOC1)O)=O)C)C=1C=NN(C1)CCO